FC=1C=C(C2=C(CCO2)C1)C(C[C@](CNC1=C2C=CC(NC2=CC=C1)=O)(C(F)(F)F)O)(C)C (S)-5-[4-(2,3-dihydro-5-fluoro-7-benzofuranyl)-2-hydroxy-4-methyl-2-trifluoromethyl-pentylamino]quinolin-2[1H]-one